2,2'-(2',5'-bis(9,9-dimethylacridin-10(9H)-yl)-[1,1':4',1''-terphenyl]-4,4''-diyl)bis(benzo[d]thiazole) CC1(C2=CC=CC=C2N(C=2C=CC=CC12)C1=C(C=C(C(=C1)C1=CC=C(C=C1)C=1SC2=C(N1)C=CC=C2)N2C=1C=CC=CC1C(C1=CC=CC=C21)(C)C)C2=CC=C(C=C2)C=2SC1=C(N2)C=CC=C1)C